ethyl 4-(1-(2,4-difluorophenyl)-5-(3,5-dimethylisoxazol-4-yl)-1H-pyrrolo[2,3-b]pyridin-3-yl)-3,5-diethoxy-2-fluorobenzoate FC1=C(C=CC(=C1)F)N1C=C(C=2C1=NC=C(C2)C=2C(=NOC2C)C)C2=C(C(=C(C(=O)OCC)C=C2OCC)F)OCC